C(C)OC(C(CC1=CC=C(C=C1)OCC)N1CCN(CCNCCN(CC1)CC(OC(C)(C)C)=O)CC(=O)OC(C)(C)C)=O 2-[4,10-bis(2-tert-butoxy-2-oxoethyl)-1,4,7,10-tetraazacyclododecan-1-yl]-3-(4-ethoxyphenyl)propionic acid ethyl ester